[Cl-].OC(CCCCCCC)C=1NC=C[N+]1C 1-Hydroxyoctyl-3-methylimidazolium chloride